(E)-3-(pyrrolidine-1-yl)but-2-enoic acid ethyl ester C(C)OC(\C=C(/C)\N1CCCC1)=O